trans-tert-butyl-3-((5-fluoropyrimidin-2-yl)oxy)-4-((4-(trifluoromethyl)benzyl)oxy)pyrrolidine-1-carboxylate C(C)(C)(C)OC(=O)N1C[C@H]([C@@H](C1)OCC1=CC=C(C=C1)C(F)(F)F)OC1=NC=C(C=N1)F